C(C(=C)C)(=O)OCC[N+](CCC(=O)[O-])(C)C 3-{[2-(methacryloyloxy) ethyl]dimethylammonio}propionate